FC1=CC=C(N(C2=C(C=CC=C2)F)C(CC2(CCN(CC2)C(=O)N2CCC3=CC=CC=C23)C(=O)O)=O)C=C1 4-[2-(4-fluoro-N-(2-fluorophenyl)anilino)-2-oxo-ethyl]-1-(indoline-1-carbonyl)piperidine-4-carboxylic acid